CC=1C=CC(=C(C1)O)C1=NN=C(C=2CCCCC12)N[C@H]1CNCCC1 (R)-5-methyl-2-(4-(piperidin-3-ylamino)-5,6,7,8-tetrahydrophthalazin-1-yl)phenol